C1(CCCCC1)C1=CC=C(CN(C(C2=CC=C(C=C2)OC2=CC=CC=C2)=O)C=2C=C(C=CC2)B(O)O)C=C1 (3-(N-(4-cyclohexylbenzyl)-4-phenoxybenzamido)phenyl)boronic acid